2-methyl-6-ethyl-1,4-phenylene oxide CC1=C2C(=CC(=C1)O2)CC